O=C1NC=CC=C1C1=CC=C(C=C1)N(C(C)=O)CC1=CSC=C1 N-(4-(2-oxo-1,2-dihydropyridin-3-yl)phenyl)-N-(thiophen-3-ylmethyl)acetamide